BrC1=C(C=CC=C1)C(F)(F)F bromo(trifluoromethyl)benzene